methyl trans-4-(ethyl(3-fluoro-4-nitrobenzyl)amino)cyclohexane-1-carboxylate C(C)N([C@@H]1CC[C@H](CC1)C(=O)OC)CC1=CC(=C(C=C1)[N+](=O)[O-])F